C(CCCCC)OCC=1C=CC(=C(C1)B(O)O)OC (5-[(HEXYLOXY)METHYL]-2-METHOXYPHENYL)BORANEDIOL